O=C1NC(CCC1N1C(C2=CC=CC(=C2C1=O)NCCCC(=O)NC)=O)=O 4-((2-(2,6-dioxopiperidin-3-yl)-1,3-dioxoisoindolin-4-yl)amino)-N-methyl-butanamide